CN1[C@@](CCC1)(C(=O)O)C1=NC(=NC(=N1)NC1=CC(=CC=C1)C(F)(F)F)NC1=CC(=CC=C1)C(F)(F)F methyl-2-(4,6-bis((3-(trifluoromethyl)phenyl)amino)-1,3,5-triazin-2-yl)-L-proline